((7-bromo-1-chloroisoquinolin-5-yl)-sulfonyl)-N,N-dimethylformamide BrC1=CC(=C2C=CN=C(C2=C1)Cl)S(=O)(=O)C(=O)N(C)C